BrC1=CC=C2CCN(CC2=C1)C 7-bromo-2-methyl-3,4-dihydro-1H-isoquinoline